N-((2-(2,6-dioxopiperidin-3-yl)-1-oxoisoindolin-5-yl)methyl)-4-(5-(hydroxyamino)-5-oxopentyl)benzamide O=C1NC(CCC1N1C(C2=CC=C(C=C2C1)CNC(C1=CC=C(C=C1)CCCCC(=O)NO)=O)=O)=O